3-fluorophenylhydrazine FC=1C=C(C=CC1)NN